[CH-]1C=CC=C1.[Li+] lithium cyclopentadienide